N-(1-(4-(2-((dimethylamino)methyl)phenyl)selenophene-2-yl)ethyl)-6,7-dimethoxy-2-methylquinazolin-4-amine CN(C)CC1=C(C=CC=C1)C=1C=C([Se]C1)C(C)NC1=NC(=NC2=CC(=C(C=C12)OC)OC)C